(R)-2-(benzo[b]thiophene-2-carboxamido)-3-phenylpropanoic acid S1C2=C(C=C1C(=O)N[C@@H](C(=O)O)CC1=CC=CC=C1)C=CC=C2